[1,4]Dioxane-6-carboxylic acid methyl ester COC(=O)C1COCCO1